D-tertiary leucine N[C@H](C(C)(C)C)C(=O)O